N-tert-butoxycarbonyl-N'-fluorenylmethoxycarbonyl-L-lysine C(C)(C)(C)OC(=O)N[C@@H](CCCCNC(=O)OCC1=CC=CC=2C3=CC=CC=C3CC12)C(=O)O